C(C)(C)(C)OC(=O)N[C@H](C(=O)N[C@H](C(=O)OC)C[C@H]1C(NCCC1)=O)CC(C)C (S)-methyl 2-((S)-2-((tert-butoxycarbonyl)amino)-4-methylpentanamido)-3-((S)-2-oxopiperidin-3-yl)propanoate